(2-(4-(cyclopropylmethyl)piperazin-1-yl)pyrimidin-5-yl)boronic acid C1(CC1)CN1CCN(CC1)C1=NC=C(C=N1)B(O)O